((1-((2,4-dichlorophenyl)sulfonyl)-3-formylazetidin-3-yl)methoxy)-2-fluorobenzonitrile ClC1=C(C=CC(=C1)Cl)S(=O)(=O)N1CC(C1)(C=O)COC=1C(=C(C#N)C=CC1)F